C(C1=CC=CC=C1)N1C[C@H](CC1)NC(=O)NC1=C(C=CC=C1)Cl (S)-1-(1-benzylpyrrolidine-3-yl)-3-(2-chlorophenyl)urea